N-[6-(2-Aminopyrimidin-5-yl)-2-(2-methoxyethoxy)-3-pyridyl]-3-(4-fluorophenyl)-5-methyl-isoxazole-4-carboxamide NC1=NC=C(C=N1)C1=CC=C(C(=N1)OCCOC)NC(=O)C=1C(=NOC1C)C1=CC=C(C=C1)F